N-(2-(4-((2S,5R)-4-cyclopropyl-2,5-dimethylpiperazine-1-yl)piperidine-1-yl)-5-((6-((R)-3-(3,5-difluorophenyl)isoxazolidine-2-yl)pyrimidine-4-yl)amino)-4-methoxyphenyl)acrylamide C1(CC1)N1C[C@@H](N(C[C@H]1C)C1CCN(CC1)C1=C(C=C(C(=C1)OC)NC1=NC=NC(=C1)N1OCC[C@@H]1C1=CC(=CC(=C1)F)F)NC(C=C)=O)C